tert-butyl (2R,4R)-4-((tert-butyldiphenylsilyl)oxy)-2-(((8-chloro-2,2,7-trimethyl-4-oxo-4H-benzo[d][1,3]dioxin-5-yl)oxy)methyl)pyrrolidine-1-carboxylate [Si](C1=CC=CC=C1)(C1=CC=CC=C1)(C(C)(C)C)O[C@@H]1C[C@@H](N(C1)C(=O)OC(C)(C)C)COC1=CC(=C(C=2OC(OC(C21)=O)(C)C)Cl)C